4-bromo-2-chloro-5-methylbenzaldehyde BrC1=CC(=C(C=O)C=C1C)Cl